NCC1=NNC(C2=CC=C(C=C12)C1(CC1)C(=O)N(CC1=NC=C(C=C1)C(F)(F)F)C(C)C1=NC=CC=N1)=O 1-(4-(aminomethyl)-1-oxo-1,2-dihydrophthalazin-6-yl)-N-(1-(pyrimidin-2-yl)ethyl)-N-((5-(trifluoromethyl)pyridin-2-yl)methyl)cyclopropane-1-carboxamide